(E,Z)-2-butyl-4-(2,5-dimethoxy-4-(2-methoxyvinyl)phenyl)-2,7-naphthyridin-1(2H)-one C(CCC)N1C(C2=CN=CC=C2C(=C1)C1=C(C=C(C(=C1)OC)\C=C\OC)OC)=O